C1(CC1)C#CC=1C=C2CN(C(C2=CC1)=O)CC(CNCCF)C=1N=CNC(C1O)=O 5-(cyclopropylethynyl)-2-(3-((2-fluoroethyl)amino)-2-(5-hydroxy-6-oxo-1,6-dihydropyrimidin-4-yl)propyl)isoindolin-1-one